CN1C(CCCC1)C(C)O (1-methyl-2-piperidyl)ethanol